O[C@@H](CN([C@@H]1CN(CC1)C(=O)C=1C=CC2=C(N(C=[N+]2CC)CC)C1)C[C@@H]([C@H]([C@@H]([C@@H](CO)O)O)O)O)[C@H]([C@@H]([C@@H](CO)O)O)O 6-[(3S)-3-{bis[(2S,3R,4R,5R)-2,3,4,5,6-pentahydroxyhexyl]amino}pyrrolidine-1-carbonyl]-1,3-diethyl-1H-1,3-benzodiazole-3-ium